(S)-1-(2-((2,3-Dihydro-1H-inden-2-yl)oxy)-5-methylphenoxy)-N-((6-(3-hydroxypyrrolidin-1-yl)pyridin-2-yl)sulfonyl)cyclopropancarboxamid C1C(CC2=CC=CC=C12)OC1=C(OC2(CC2)C(=O)NS(=O)(=O)C2=NC(=CC=C2)N2C[C@H](CC2)O)C=C(C=C1)C